1-((2R,3S,4R)-3-fluoro-5,5-bis(hydroxymethyl)-4-((4-methoxyphenyl)diphenylmethoxy)tetrahydrofuran-2-yl)-5-methylpyrimidine-2,4(1H,3H)-dione F[C@@H]1[C@@H](OC([C@H]1OC(C1=CC=CC=C1)(C1=CC=CC=C1)C1=CC=C(C=C1)OC)(CO)CO)N1C(NC(C(=C1)C)=O)=O